(1s,4s)-N1-(2-chloro-5-(1-methyl-1H-pyrazol-3-yl)pyridin-4-yl)-N4-(2-fluoroethyl)cyclohexane-1,4-diamine ClC1=NC=C(C(=C1)NC1CCC(CC1)NCCF)C1=NN(C=C1)C